FC=1C(=CC(=C(C(=O)NC2=C(C=CC=C2C)F)C1)O[C@@H](C)CCC)N1N=C(N(C1=O)C(C)C)C 5-fluoro-N-(2-fluoro-6-methylphenyl)-4-[3-methyl-5-oxo-4-(propan-2-yl)-4,5-dihydro-1H-1,2,4-triazol-1-yl]-2-[(2S)-pentan-2-yloxy]benzamide